FC(C1=C(C=C2CCCN(C2=C1)C=1C=C(C2=C(N(C(N2C)=O)C)C1)C#C[Si](C(C)C)(C(C)C)C(C)C)C=1C=NN(C1)C)F 6-(7-(difluoromethyl)-6-(1-methyl-1H-pyrazol-4-yl)-3,4-dihydroquinolin-1(2H)-yl)-1,3-dimethyl-4-((triisopropylsilyl)ethynyl)-1H-benzo[d]imidazol-2(3H)-one